F[C@H]1[C@H](C1)N1C(C(=CC=C1)NC(=O)C1=CC=2C(N=C1OC(C)C)=NN(C2)C21COC(C2)(C1)COC)=O N-(1-((1S,2R)-2-fluorocyclopropyl)-2-oxo-1,2-dihydropyridin-3-yl)-6-isopropoxy-2-(1-(methoxymethyl)-2-oxabicyclo[2.1.1]hexan-4-yl)-2H-pyrazolo[3,4-b]pyridine-5-carboxamide